FC=1C=C2C(=C(C=NC2=CC1)C(=O)N1CCC(CC1)S(=O)(=O)C)C1=CC=C(C=C1)C(C#N)(C)C 2-(4-(6-FLUORO-3-(4-(METHYLSULFONYL)PIPERIDINE-1-CARBONYL)QUINOLIN-4-YL)PHENYL)-2-METHYLPROPANENITRILE